C(CC=C)C1(CCN(CC1)CC1=CC=C(C=C1)NC(C)=O)COCC N-(4-((4-(but-3-enyl)-4-(ethoxymethyl)piperidin-1-yl)methyl)phenyl)acetamide